3-chloro-7-formyl-1H-pyrrolo[3,2-b]pyridine-5-carbonitrile ClC1=CNC=2C1=NC(=CC2C=O)C#N